NC1=CC=C(C=C1)NC(=O)C=1N(C=C(C1)NC(CCCC(=O)N1C[C@H](C=2C3=C(C(=CC12)O)C=CC=C3)CCl)=O)C (S)-N-(4-Aminophenyl)-4-(5-(1-(chloromethyl)-5-hydroxy-1,2-dihydro-3H-benzo[e]indol-3-yl)-5-oxopentanamido)-1-methyl-1H-pyrrole-2-carboxamide